CC=1OC=CC1SSC1=C(OC=C1)C bis(2-methyl-3-furanyl)disulfide